ClC=1C=C(CNC2CC3=C(C(=CC(=C3CC2)OC)I)OC)C=C(C1)C N-(3-chloro-5-methylbenzyl)-7-iodo-5,8-dimethoxy-1,2,3,4-tetrahydronaphthalen-2-amine